2,3,5,6-tetramethylpyrazolo[1,2-a]pyrazole-1,7-dione CC1=C(N2N(C(C(=C2C)C)=O)C1=O)C